O1C(=NC=C1)CC(=O)NCC1=CC=C(C=C1)NC(OCC1=CC=C(C=C1)Cl)=O 4-chlorobenzyl (4-((2-(oxazol-2-yl)acetamido)meth-yl)phenyl)carbamate